2-iodo-2-norbornene IC=1C2CCC(C1)C2